[OH-].CN1C(=NC=C1)CCCCC=1N(C=CN1)C tetramethylenebis-(1-methylimidazole) hydroxide